C[Si]1(CCC(CC1)NC(=O)C1=CC=2C(=NC(=CC2F)OC)N1)C N-(1,1-dimethylsilacyclohexan-4-yl)-4-fluoro-6-methoxy-1H-pyrrolo[2,3-b]pyridine-2-carboxamide